Tetramethyldisilylene(1,5,6,7-tetrahydro-s-indacenyl)(3-(trimethylsilyl)methyl-cyclopentadienyl)hafnium C[Hf](C1C=C(C=C1)C[Si](C)(C)C)(C1C=CC2=CC=3CCCC3C=C12)(=[SiH2])(=[SiH2])(C)(C)C